C(CCC)N1C(N(C(C(C1=O)=C(N)N)=O)C1CCC(CC1)(CC=1C(NC=CC1)=O)CO)=O 1-Butyl-5-(diaminomethylene)-3-((1r,4r)-4-(hydroxymethyl)-4-((2-oxo-1,2-dihydropyridin-3-yl)methyl)cyclohexyl)pyrimidine-2,4,6(1H,3H,5H)-trione